ClC1=C(C=CC=C1C1C(NC(CC1)=O)=O)C1=CC=C(C=C1)CN1C(N(CCC1)C)=O 3-(2-chloro-4'-((3-methyl-2-oxotetrahydropyrimidin-1(2H)-yl)methyl)-[1,1'-biphenyl]-3-yl)piperidine-2,6-dione